FC1(CO[C@H](C2=CC=CC=C12)[C@H]1NCCC1)F (S)-2-((R)-4,4-Difluoroisochroman-1-yl)pyrrolidine